C(C)(C)(C)[Si](O[C@H](COCCCOC=1C=C2C(=NN(C2=CC1)C1OCCCC1)B1OC(C(O1)(C)C)(C)C)C)(C)C tert-butyl-dimethyl-[(1S)-1-methyl-2-[3-[1-tetrahydropyran-2-yl-3-(4,4,5,5-tetramethyl-1,3,2-dioxaborolan-2-yl)indazol-5-yl]oxypropoxy]ethoxy]silane